C(CCCC)C1N(C1CCCCC)C(CC(=O)OCC(O)CO)(N1C(C1CCCCC)CCCCC)N1C(C1CCCCC)CCCCC glycerol tris[2,3-dipentyl-(1-aziridinyl)]propionate